NC1=C(C=C(C=C1)N(C)CCN(C)C)NC(OC(C)(C)C)=O tert-butyl (2-amino-5-((2-(dimethylamino)ethyl)(methyl)amino)phenyl)carbamate